NCCCN(C1=NC(=C(C=2N1C=CN2)C2=CC(=C(C=C2)OC)O)C2=CC(=C(C#N)C=C2)F)C 4-(5-((3-aminopropyl)(methyl)amino)-8-(3-hydroxy-4-methoxyphenyl)imidazolo[1,2-c]pyrimidin-7-yl)-2-fluorobenzonitrile